2-hydroxy-3-iodo-8H-pyrano[3,4-b]pyridin-5-one OC1=C(C=C2C(=N1)COCC2=O)I